[Yb].C(CCCCCCC\C=C/CCCCCCCC)(=O)O oleic acid ytterbium